N-[1-[[2-chloro-5-(2-isopropyl-4-pyridyl)phenyl]methyl]-2-[4-(4-cyclopropyl-1,2,4-triazol-3-yl)anilino]-2-oxo-ethyl]-2-methyl-pyrazole-3-carboxamide ClC1=C(C=C(C=C1)C1=CC(=NC=C1)C(C)C)CC(C(=O)NC1=CC=C(C=C1)C1=NN=CN1C1CC1)NC(=O)C=1N(N=CC1)C